P(O)(O)(=S)O[C@H]1[C@H]([C@@H](O[C@@H]1CO)N1C(=O)NC(=O)C(=C1)C)O 5-methyluridine-3'-phosphorothioate